CS(=O)(=N)C=1C=C2C(=NC1)C=C(S2)C(=O)O 6-(methylsulfonimidoyl)thieno[3,2-b]pyridine-2-carboxylic Acid